(2S)-3-(1-benzyl-triazol-4-yl)-2-(9H-fluoren-9-ylmethoxycarbonyl-amino)propionic acid C(C1=CC=CC=C1)N1N=NC(=C1)C[C@@H](C(=O)O)NC(=O)OCC1C2=CC=CC=C2C=2C=CC=CC12